C[C@H](C[C@@H](C(=O)C(C)(C)O)O)[C@H]1CC[C@@H]\\2[C@@]1(CCC/C2=C\\C=C/3\\C[C@H](CCC3=C)O)C The molecule is a hydroxycalciol that is 25-hydroxyvitamin D3 carrying an additional hydroxy group at position 23 (with 23S-configuration) and an oxo group at position 24. An intermediate in the degradation pathway of 25-OH-vitamin D3. It has a role as a human metabolite. It is an oxocalciol, a hydroxycalciol, a member of D3 vitamins, a triol, a secondary alpha-hydroxy ketone and a tertiary alpha-hydroxy ketone.